5-(7-chloro-1H-indazol-5-yl)-3-((3-methylimidazolidin-1-yl)methoxy)-6-phenylpyrazin ClC=1C=C(C=C2C=NNC12)C=1N=C(C=NC1C1=CC=CC=C1)OCN1CN(CC1)C